p-coumaric acid chloride C(\C=C\C1=CC=C(C=C1)O)(=O)Cl